N2-(6-fluoro-1-hydroxy-1,3-dihydrobenzo[c][1,2]-oxaborol-5-carbonyl)-L-lysin FC=1C(=CC2=C(B(OC2)O)C1)C(=O)N[C@@H](CCCCN)C(=O)O